CN1N=C(C2=C1C=NN(C2=O)CC(=O)N[C@@H](C)C2=CC=C(C=C2)C)C(F)(F)F (S)-2-(1-methyl-4-oxo-3-(trifluoromethyl)-1,4-dihydro-5H-pyrazolo[3,4-d]pyridazin-5-yl)-N-(1-(p-tolyl)ethyl)acetamide